1-(2-hydroxy-5-methylphenyl)-2-(4-methoxyphenyl)-1-ethanone OC1=C(C=C(C=C1)C)C(CC1=CC=C(C=C1)OC)=O